FC(S(=O)(=O)C=1C(=C(C=CC1)C(C)NS(=O)C(C)(C)C)C)F N-(1-(3-((difluoromethyl)sulfonyl)-2-methylphenyl)ethyl)-2-methylpropan-2-sulfinamide